2-((4-chlorophenyl)amino)-N-(4-phenylpyridin-3-yl)pyrimidine-4-carboxamide ClC1=CC=C(C=C1)NC1=NC=CC(=N1)C(=O)NC=1C=NC=CC1C1=CC=CC=C1